N1(CCC[C@@H]2CCCC[C@H]12)C([C@@H](CN(C)CC1=CC=CC=C1)N)=O (2R)-1-[(4aS,8aS)-3,4,4a,5,6,7,8,8a-octahydro-2H-quinolin-1-yl]-2-amino-3-[benzyl(methyl)amino]propan-1-one